4-(6-(3-(4-ethyl-3-fluorophenoxy)azetidin-1-yl)pyridine-3-yl)-2-fluoro-6-hydroxypyrazolo[1,5-a]pyridine-3-carbonitrile C(C)C1=C(C=C(OC2CN(C2)C2=CC=C(C=N2)C=2C=3N(C=C(C2)O)N=C(C3C#N)F)C=C1)F